C(C)(C)(C)OC(COC1=CC=C(CN(C(=O)C2CCCCC2)C=2C=C(C=CC2)/C=C/C(=O)OC)C=C1)=O methyl (E)-3-(3-(N-(4-(2-(tert-butoxy)-2-oxoethoxy)benzyl)cyclohexanecarboxamido)phenyl)acrylate